ClC1=C(C=CC(=C1)Cl)C(C)NNC(=O)OC(C)(C)C tert-butyl 2-(1-(2,4-dichlorophenyl)ethyl)hydrazine-1-carboxylate